C1CCC2=C(C=3CCCC3C=C12)NC(=O)NS(=O)(=N)C=1C=NN2C1OCC(C2)NCCNC N-((1,2,3,5,6,7-hexahydro-s-indacen-4-yl)carbamoyl)-6-((2-(methylamino)ethyl)amino)-6,7-dihydro-5H-pyrazolo[5,1-b][1,3]oxazine-3-sulfonimidamide